tert-butyl 4-[3-fluoro-5-[(1R,5S)-7-[3-amino-6-(3-fluoro-2-hydroxy-phenyl)pyridazin-4-yl]-3-oxa-7,9-diazabicyclo[3.3.1]nonan-9-yl]phenoxy]piperidine-1-carboxylate FC=1C=C(OC2CCN(CC2)C(=O)OC(C)(C)C)C=C(C1)N1[C@H]2COC[C@@H]1CN(C2)C2=C(N=NC(=C2)C2=C(C(=CC=C2)F)O)N